Cl.N1=C(C=CC=C1)C1=NC2=CC=C(C=C2C(N1)=O)OCCCC1=CC=NC=C1 2-pyridin-2-yl-6-(3-pyridin-4-yl-propoxy)-3H-quinazolin-4-one hydrochloride